ClC=1C=CC(=C(NC=2C3=C(N=CN2)C=CC(=N3)N3CC2(CCN2C(C=C)=O)C3)C1)F 1-[6-[4-(5-chloro-2-fluoro-anilino)pyrido[3,2-d]pyrimidin-6-yl]-1,6-diazaspiro[3.3]heptan-1-yl]prop-2-en-1-one